N-(2,2-dimethylbutyl)cyclohexane-1,3-diamine CC(CNC1CC(CCC1)N)(CC)C